Methyl 4-bromo-3-fluoro-2-(3-(2,2,2-trichloroacetyl)ureido)benzoate BrC1=C(C(=C(C(=O)OC)C=C1)NC(=O)NC(C(Cl)(Cl)Cl)=O)F